1-(3-fluorobicyclo[1.1.1]pentan-1-yl)-N-((5-phenyl-1,3,4-thiadiazol-2-yl)methyl)-1H-1,2,3-triazole-4-carboxamide FC12CC(C1)(C2)N2N=NC(=C2)C(=O)NCC=2SC(=NN2)C2=CC=CC=C2